2-Thioxo-1-((3-((2R,4S)-4-(trifluoromethyl)piperidin-2-yl)pyridin-2-yl)methyl)-1,2,3,5-tetrahydro-4H-pyrrolo[3,2-d]pyrimidin-4-one S=C1NC(C2=C(N1CC1=NC=CC=C1[C@@H]1NCC[C@@H](C1)C(F)(F)F)C=CN2)=O